benzyl {[4-(2-azidoethyl)-1-{[2-(trimethylsilyl)ethoxy]methyl}-1H-benzimidazol-2-yl]methyl}carbamate N(=[N+]=[N-])CCC1=CC=CC=2N(C(=NC21)CNC(OCC2=CC=CC=C2)=O)COCC[Si](C)(C)C